(1R,2S)-1-(5-chloropyrimidin-2-yl)-N-(4-(4,6-dimethoxypyrimidin-5-yl)-5-((1S,2R)-2-(trifluoromethyl)cyclopropyl)-4H-1,2,4-triazol-3-yl)-1-methoxypropane-2-sulfonamide ClC=1C=NC(=NC1)[C@H]([C@H](C)S(=O)(=O)NC1=NN=C(N1C=1C(=NC=NC1OC)OC)[C@@H]1[C@@H](C1)C(F)(F)F)OC